(6Ar,8R)-6,6,9-trimethyl-3-pentyl-6a,7,8,10a-tetrahydrobenzo[c]chromene-1,8-diol CC1(OC=2C=C(C=C(C2C2[C@H]1C[C@H](C(=C2)C)O)O)CCCCC)C